methyl (5S,8S,10aR)-5-((tert-butoxycarbonyl)amino)-3-(ethylsulfonyl)-6-oxodecahydropyrrolo[1,2-a][1,5]diazocine-8-carboxylate C(C)(C)(C)OC(=O)N[C@H]1CN(CC[C@@H]2N(C1=O)[C@@H](CC2)C(=O)OC)S(=O)(=O)CC